NCCCN1C=C(C2=CC(=CC=C12)CN1CCC(CC1)CN1CCN(CC1)C=1C=C2CN(CC2=CC1)C1C(NC(CC1)=O)=O)C1=CC(=CC=C1)OC(F)(F)F 5-(4-((1-((1-(3-aminopropyl)-3-(3-(trifluoromethoxY)phenyl)-1H-indol-5-yl)methyl)piperidin-4-yl)methyl)piperazin-1-yl)-2-(2,6-dioxopiperidin-3-yl)isoindoline